FC(C1=CC(=CC2=C1N(C=N2)C2CC(C2)(C)O)OCCN2CCC1(CC2)C(NC2=CC=C(C=C21)C#N)=O)F 1'-(2-{[7-(difluoromethyl)-1-(3-hydroxy-3-methylcyclobutyl)-1H-1,3-benzodiazol-5-yl]oxy}ethyl)-2-oxo-1,2-dihydrospiro[indole-3,4'-piperidine]-5-carbonitrile